ClC1=CC=C(C=C1)C(C#C)(C)C=1N=C(SC1[2H])N [1-(4-chlorophenyl)-1-methyl-prop-2-ynyl]-5-deuterio-thiazol-2-amine